pentamethylcyclopentadienyl(1-n-heptyl-1,5,6,7-tetrahydro-s-indacenyl)hafnium CC1=C(C(=C(C1([Hf]C1(C=CC2=CC=3CCCC3C=C12)CCCCCCC)C)C)C)C